ClC1=CC=C(C=C1)[C@@]1(N(C(C2=CC(=CC(=C12)F)C(CC)(C=1N=CN(C1)C)O)=O)CC=1C=CC(=NC1)C#N)O[C@@H]1CC(CC1)=O 5-{[(1R)-1-(4-chlorophenyl)-7-fluoro-5-[1-hydroxy-1-(1-methyl-1H-imidazol-4-yl)propyl]-3-oxo-1-[(3S)-oxocyclopent-3-yloxy]-2,3-dihydro-1H-isoindol-2-yl]methyl}pyridine-2-carbonitrile